COC1=C(C2=C(C=C1[C@H]3[C@@H]([C@H]([C@@H]([C@H](O3)COC(=O)C4=CC(=C(C(=C4)O)O)O)O)O)O)C(=O)OC5=C(C=C(C(=C5O)OC)[C@H]6[C@@H]([C@H]([C@@H]([C@H](O6)COC(=O)C7=CC(=C(C(=C7)O)O)O)O)O)O)C(=O)O2)O The molecule is a C-glycosyl compound isolated from the whole plants of Ardisia japonica. It is a dimeric lactone that exhibits inhibitory activity against HIV-1 RNAse H. It has a role as a metabolite and an EC 3.1.26.13 (retroviral ribonuclease H) inhibitor. It is a C-glycosyl compound, a lactone, an aromatic ether and a gallate ester.